C(C)(=O)P([O-])(=O)CC acetylethylphosphinate